Trioctyltin Monoacetate C(C)(=O)[O-].C(CCCCCCC)[Sn+](CCCCCCCC)CCCCCCCC